N12CC(C(CC1)CC2)[C@H]2C1=C3C(NN=C3CC2)=CC=NC1=O (S)-7-(quinuclidine-3-yl)-8,9-dihydro-2H-azepino[5,4,3-cd]indazol-6(7H)-one